(1S,3aR,6aS)-N-((S)-4-Hydroxy-3-oxo-1-((S)-2-oxopyrrolidin-3-yl)butan-2-yl)-2-(1H-indole-2-carbonyl)octahydrocyclopenta[c]pyrrole-1-carboxamide OCC([C@H](C[C@H]1C(NCC1)=O)NC(=O)[C@H]1N(C[C@H]2[C@@H]1CCC2)C(=O)C=2NC1=CC=CC=C1C2)=O